6-[[4-(1,3-Benzothiazol-2-ylamino)-6,7-dihydro-5H-cyclopenta[d]pyridazin-1-yl]amino]pyridine S1C(=NC2=C1C=CC=C2)NC=2C1=C(C(=NN2)NC2=CC=CC=N2)CCC1